2-(2,2-dimethylpropyl)-5-methoxy-6-tert-butylindan-1-one CC(CC1C(C2=CC(=C(C=C2C1)OC)C(C)(C)C)=O)(C)C